ClC1=C(C(=CC=C1)Cl)N1N=C(C(=C1)NC1=CC=C(C=C1)C1=NN=CN1CC(C)C)C(=O)N 1-(2,6-dichlorophenyl)-4-((4-(4-isobutyl-4H-1,2,4-triazol-3-yl)phenyl)amino)-1H-pyrazole-3-carboxamide